C(#N)COC(=O)C1=NC(=C(C(=C1Cl)N)F)C1=CC=C2C=CNC2=C1F 4-amino-3-chloro-5-fluoro-6-(7-fluoro-1H-indol-6-yl)-2-pyridinecarboxylic cyanomethyl ester